C(C)(C)(C)C=1C=C(N(N1)C)NC(NC1=C(C=C(C=C1)CCC1=CC(=NC=C1)NC(C)=O)F)=O N-[4-(2-{4-[3-(5-tert-Butyl-2-methyl-2H-pyrazol-3-yl)-ureido]-3-fluoro-phenyl}-ethyl)-pyridin-2-yl]-acetamide